CC(=O)N[C@@H]1[C@H]([C@@H]([C@H](O[C@H]1O[C@@H]2[C@H](O[C@@H]([C@@H]([C@H]2O)N)O[C@@H]3[C@@H]([C@H]([C@H](O[C@@H]3C(=O)O)O[C@H]4[C@@H]([C@H](O[C@@H]([C@H]4O)O[C@@H]5[C@@H]([C@H](O[C@@H]([C@H]5O[C@H]6[C@@H]([C@H]([C@@H]([C@H](O6)CO)O)O)O)[C@H](CO)O)O[C@@H]7[C@@H](C[C@@](O[C@@H]7[C@@H](CO[C@@H]8[C@@H]([C@H]([C@H](CO8)N)O)O)O)(C(=O)O)O)O[C@@]9(C[C@H]([C@H]([C@H](O9)[C@@H](CO)O)O)O)C(=O)O)O)[C@H](CO[C@@H]1[C@H]([C@H]([C@@H]([C@H](O1)[C@H](CO)O)O)O)O)OP(=O)(O)OCCN)O)O[C@@H]1[C@H]([C@H]([C@@H]([C@H](O1)[C@@H](CO)O)O)O)O[C@@H]1[C@H]([C@H]([C@@H]([C@H](O1)[C@H](CO)O)O)O)O)O)COP(=O)(O)OCCN)CO)O)O[C@@H]1[C@@H]([C@H]([C@H]([C@H](O1)CO)O)O)O The molecule is an oligosaccharide derivative that is a tridecasaccharide derivative, the oligosaccharide portion of the Proteus penneri strain 25 lipopolysaccharide (LPS) core region.